[Cu].N[C@@H](CC(=O)O)C(=O)O L-aspartic acid copper